CN(CCOC1=CC(=NC=N1)NC1=NC(=NN2C1=C(C(=C2)C2=NN(C=C2)C(C)C)C)C=2N(C=CN2)C)C N-(6-(2-(Dimethylamino)ethoxy)pyrimidin-4-yl)-6-(1-isopropyl-1H-pyrazol-3-yl)-5-methyl-2-(1-methyl-1H-imidazol-2-yl)pyrrolo[2,1-f][1,2,4]triazin-4-amine